4-(5-(3-((2-(3-carboxypropanoyl)-4-fluoro-6-methoxyisoindolin-5-yl)oxy)propoxy)-6-methoxyisoindolin-2-yl)-4-oxobutanoic acid C(=O)(O)CCC(=O)N1CC2=CC(=C(C(=C2C1)F)OCCCOC=1C=C2CN(CC2=CC1OC)C(CCC(=O)O)=O)OC